N-(3-methylpyridin-2-yl)morpholin-4-carboxamide 3-Dihydroxypropan-2-ylhexadecanoate OC(C(C)C(CC(=O)O)CCCCCCCCCCCCC)O.CC=1C(=NC=CC1)NC(=O)N1CCOCC1